CC1(NC(C=2N1C(C(=CC2C)NC2=CC(=NC=N2)NC(=O)C2CC2)=O)=O)C N-(6-((3,3,8-TRIMETHYL-1,5-DIOXO-1,2,3,5-TETRAHYDROIMIDAZO[1,5-A]PYRIDIN-6-YL)AMINO)PYRIMIDIN-4-YL)CYCLOPROPANECARBOXAMIDE